C1(CC1)N[C@@H]1CN(CCC1)C1=C2C(=NC=C1)NC=C2C2=CN=NC=C2 (3S)-N-cyclopropyl-1-(3-pyridazin-4-yl-1H-pyrrolo[2,3-b]pyridin-4-yl)piperidin-3-amine